8-(5-(5-(1-(1H-pyrrolo[2,3-b]pyridin-4-yl)ethoxy)-1H-indazol-3-yl)pyridin-2-yl)-1-methyl-1,8-diazaspiro[4.5]decan-2-one N1C=CC=2C1=NC=CC2C(C)OC=2C=C1C(=NNC1=CC2)C=2C=CC(=NC2)N2CCC1(CCC(N1C)=O)CC2